C(CCC)SC1=C(C=C(C=O)C=C1OC)OC 4-(butylthio)-3,5-dimethoxybenzaldehyde